C(C)N(S(=O)(=O)NC=1C(=C(C(=O)C2=CNC3=NC=C(C=C32)C=3C=NC(=NC3)N3CC2(C3)CC(C2)CC(=O)OCC)C(=CC1)F)F)C ethyl 2-[2-[5-[3-[3-[[ethyl(methyl)sulfamoyl]amino]-2,6-difluoro-benzoyl]-1H-pyrrolo[2,3-b]pyridin-5-yl]pyrimidin-2-yl]-2-azaspiro[3.3]heptan-6-yl]acetate